FC=1C=2N(C=C(C1)NC(=O)C1=CC=3C(=NC(=CC3)C3CN(CCC3)C(=O)OC(C)(C)C)S1)C=C(N2)C tert-butyl 3-[2-[(8-fluoro-2-methyl-imidazo[1,2-a]pyridin-6-yl)carbamoyl]thieno[2,3-b]pyridin-6-yl]piperidine-1-carboxylate